7-fluoro-3-(2-(methyl-(propyl)amino)ethyl)-1H-indol-5-ol FC=1C=C(C=C2C(=CNC12)CCN(CCC)C)O